C(C1=CC=CC=C1)N1N=CC(=C1)C=1C(=CC(N(C1)C)=O)OCC#N [5-(1-Benzyl-1H-pyrazol-4-yl)-1-methyl-2-oxo-1,2-dihydro-pyridin-4-yloxy]-acetonitrile